isobutyl 2-(((ethoxycarbonyl)(hexyl)amino)methyl)benzoate C(C)OC(=O)N(CCCCCC)CC1=C(C(=O)OCC(C)C)C=CC=C1